1-(3-Chlorophenyl)-2-(2-imino-5,6-dihydro-2H-cyclopenta[d]thiazol-3(4H)-yl)ethan-1-one hydrogen bromide Br.ClC=1C=C(C=CC1)C(CN1C(SC2=C1CCC2)=N)=O